COC(=O)C1=CC=C(CCN2N(CCC2=O)C(=O)OC(C)(C)C)C=C1 tert-butyl 2-(4-(methoxycarbonyl) phenethyl)-3-oxopyrazolidine-1-carboxylate